7-isopropyl-2-methanesulfinyl-8-(3,4,5-trifluorophenyl)-3H-pyrazolo[1,5-a][1,3,5]triazin-4-one C(C)(C)C1=NN2C(N=C(NC2=O)S(=O)C)=C1C1=CC(=C(C(=C1)F)F)F